NC1=C2C(=NC=N1)N(N=C2C2=CC=C(C=C2)OC2=CC=CC=C2)[C@H]2CN(CCC2)C(=O)N2CCN(CC2)CCN2CCC(CC2)C=2C=C1CN(C(C1=CC2)=O)C2C(NC(CC2)=O)=O 3-(5-(1-(2-(4-((R)-3-(4-amino-3-(4-phenoxyphenyl)-1H-pyrazolo[3,4-d]pyrimidin-1-yl)piperidine-1-carbonyl)piperazin-1-yl)ethyl)piperidin-4-yl)-1-oxoisoindolin-2-yl)piperidine-2,6-dione